{2-[4-(2-diethylamino-ethoxy)-phenylamino]-5-methyl-pyrimidin-4-ylamino}-3H-benzoxazol-2-one C(C)N(CCOC1=CC=C(C=C1)NC1=NC=C(C(=N1)NN1C(OC2=C1C=CC=C2)=O)C)CC